2-[1-[2,6-difluoro-4-(2-isopropoxy-3-pyridinyl)phenyl]-4-piperidinyl]acetic acid FC1=C(C(=CC(=C1)C=1C(=NC=CC1)OC(C)C)F)N1CCC(CC1)CC(=O)O